C(C1=CC=CC=C1)OC1=C(C(=CC(=C1)C(F)F)O)C(=O)N1CC2=CC=C(C=C2CC1)OC (2-(Benzyloxy)-4-(difluoromethyl)-6-hydroxyphenyl)(6-methoxy-3,4-dihydroisoquinolin-2(1H)-yl)methanone